N=1N=C(NC1)CC(=O)N1CC2=CC=CC(=C2CC1)OC1=CC=C(C=C1)C(F)(F)F 2-(4H-1,2,4-triazol-3-yl)-1-(5-(4-(trifluoromethyl)-phenoxy)-3,4-dihydroisoquinolin-2(1H)-yl)ethan-1-one